(S)-18,22-diamino-17-oxo-4,7,10,13-tetraoxa-16-aza-behenic acid tert-butyl ester C(C)(C)(C)OC(CCOCCOCCOCCOCCNC([C@H](CCCCN)N)=O)=O